FC(CN1C(N(C2=NC=C(C(=C21)C)C2=CC=CC=C2)[C@H](CS(=O)(=O)C)C2=NC(=C(C=C2)OC(C)C)OCC)=O)F (S)-1-(2,2-difluoroethyl)-3-(1-(6-ethoxy-5-isopropoxypyridin-2-yl)-2-(methylsulfonyl)ethyl)-7-methyl-6-phenyl-1H-imidazo[4,5-b]pyridin-2(3H)-one